(3R)-3-amino-8-fluoro-7-(6-isopropyl-3-pyridinyl)-5-[[4-(4-methoxyphenyl)phenyl]methyl]-1,1-dioxo-2,3-dihydro-1λ6,5-benzothiazepine-4-One N[C@H]1CS(C2=C(N(C1=O)CC1=CC=C(C=C1)C1=CC=C(C=C1)OC)C=C(C(=C2)F)C=2C=NC(=CC2)C(C)C)(=O)=O